5-(2-methyl-[1,2,4]triazolo[1,5-a]pyridin-6-yl)-2-{3-[(3S)-3-(propan-2-yl)piperazin-1-yl]-1,2,4-triazin-6-yl}phenol dihydrochloride Cl.Cl.CC1=NN2C(C=CC(=C2)C=2C=CC(=C(C2)O)C2=CN=C(N=N2)N2C[C@@H](NCC2)C(C)C)=N1